trans-tert-Butyl (4-(3-(2,2-dichloro-3-(3,4,5-trichlorophenyl)cyclopropane-1-carboxamido)benzamido)-3-methylphenyl)carbamate ClC1([C@H]([C@@H]1C1=CC(=C(C(=C1)Cl)Cl)Cl)C(=O)NC=1C=C(C(=O)NC2=C(C=C(C=C2)NC(OC(C)(C)C)=O)C)C=CC1)Cl